C(C)(C)(C)C1=C(C=C(C=N1)C=1C=C2SCCCN2C(C1C#N)=O)F 8-(6-tert-butyl-5-fluoropyridin-3-yl)-6-oxo-2H,3H,4H,6H-pyrido[2,1-b][1,3]thiazine-7-carbonitrile